2-((6-(4-((6-(butylamino)pyrazin-2-yl)amino)-3-methylisoxazol-5-yl)-2-methylpyridin-3-yl)carbamoyl)cyclohexane-1-carboxylic acid C(CCC)NC1=CN=CC(=N1)NC=1C(=NOC1C1=CC=C(C(=N1)C)NC(=O)C1C(CCCC1)C(=O)O)C